4-(2,5-Dimethylphenoxy)-1-(4-(pyridin-3-ylsulfonyl)piperazin-1-yl)butan-1-one CC1=C(OCCCC(=O)N2CCN(CC2)S(=O)(=O)C=2C=NC=CC2)C=C(C=C1)C